C(CC)SC1=CC2=C(NC(=N2)NC(OCCN(C)C)=O)C=C1 2-(Dimethylamino)ethyl N-[5-(propylsulfanyl)-1H-1,3-benzodiazol-2-yl]carbamate